(4R)-4-(methylamino)-N-[2-methyl-3-(4,4,5,5-tetramethyl-1,3,2-dioxaborolan-2-yl)phenyl]-4,5,6,7-tetrahydropyrazolo[1,5-a]pyridine-2-carboxamide CN[C@H]1C=2N(CCC1)N=C(C2)C(=O)NC2=C(C(=CC=C2)B2OC(C(O2)(C)C)(C)C)C